OC1(N(C2=CC(=CC=C2C1=O)OC)C1=CC=C(C=C1)OC)C1=CC=C(C=C1)C#N 4-[2-Hydroxy-6-methoxy-1-(4-methoxyphenyl)-3-oxo-2,3-dihydro-1H-indol-2-yl]benzene-1-carbonitrile